4-(3-chloro-2-fluoro-6-methoxyphenyl)-6-methyl-N-(5-(4-methyl-2-oxopiperazin-1-yl)-1,3,4-thiadiazol-2-yl)nicotinamide ClC=1C(=C(C(=CC1)OC)C1=CC(=NC=C1C(=O)NC=1SC(=NN1)N1C(CN(CC1)C)=O)C)F